CS(=O)(=O)OCC(COS(=O)(=O)C)OS(=O)(=O)C 1,2,3-propanetriol trimethanesulfonate